(8-methyl-8-azabicyclo[3.2.1]oct-3-en-3-yl)boronic acid CN1C2CC(=CC1CC2)B(O)O